ClC=1C=C(C)C(=CC1Cl)[N+](=O)[O-] 3,4-dichloro-6-nitrotoluene